CN(C1=CC=C(C=C1)NC(=O)C1=CC(=NC=C1)C1=NC=CC(=C1)C(=O)NC1=CC=C(C=C1)N(C)C)C N4,N4'-bis(4-(dimethylamino)phenyl)-[2,2'-bipyridine]-4,4'-dicarboxamide